N-(2-ethylhexyl)-2-cyano-3-tetrahydropyranyloxypyridin-4-one C(C)C(CN1C(=C(C(C=C1)=O)OC1OCCCC1)C#N)CCCC